ClCC=1N=C(SC1)N=C(N)N 2-[4-(chloromethyl)-1,3-thiazol-2-yl]guanidine